1-(5-{[4-chloro-5-(trifluoromethyl)pyrimidin-2-yl]amino}-6-fluoro-2,3-dihydro-1H-isoindol-2-yl)-2,2,2-trifluoroethan-1-one ClC1=NC(=NC=C1C(F)(F)F)NC=1C=C2CN(CC2=CC1F)C(C(F)(F)F)=O